C(N)(=O)C1=C(C=CC=C1Cl)N1C(C(C2=CC=C(C=C12)C1CCN(CC1)C(=O)OC(C)(C)C)(C)C)=O tert-butyl 4-(1-(2-carbamoyl-3-chlorophenyl)-3,3-dimethyl-2-oxoindolin-6-yl)piperidine-1-carboxylate